adenosine triphosphate sodium salt [Na+].P([O-])(=O)(OP(=O)([O-])OP(=O)([O-])[O-])OC[C@@H]1[C@H]([C@H]([C@@H](O1)N1C=NC=2C(N)=NC=NC12)O)O.[Na+].[Na+].[Na+]